C1(=CC=CC=C1)S(=O)[O-].[Na+].C(CCC)=O ButaneAldehyde sodium benzenesulphinate